(5R,6R)-6-(4,4-Difluorocyclohexyl)-5-(4-(4-(dimethoxymethyl)piperidin-1-yl)phenyl)-5,6,7,8-Tetrahydronaphthalene FC1(CCC(CC1)[C@@H]1[C@@H](C=2C=CC=CC2CC1)C1=CC=C(C=C1)N1CCC(CC1)C(OC)OC)F